FC=1C(=NC=CC1)NCC1N(CC2=CC=CC=C2C1)C 3-Fluoro-N-((2-methyl-1,2,3,4-tetrahydroisoquinolin-3-yl)methyl)pyridin-2-amine